tert-Butyl (S)-(1-chloro-5-(4-(4-methoxybenzyl)-5-oxo-4,5-dihydro-1H-1,2,4-triazol-1-yl)-2-oxopentan-3-yl)carbamate ClCC([C@H](CCN1N=CN(C1=O)CC1=CC=C(C=C1)OC)NC(OC(C)(C)C)=O)=O